C(C)(C)(C)C1=CC(=C(C=C1)P(C1=CC=CC=C1)(C1=CC=CC=C1)=O)S (4-(tert-butyl)-2-mercaptophenyl)diphenylphosphine oxide